N-((1r,4r)-4-(ethylamino)cyclohexyl)-2-(1H-imidazol-1-yl)-6-methyl-pyrimidine-4-carboxamide C(C)NC1CCC(CC1)NC(=O)C1=NC(=NC(=C1)C)N1C=NC=C1